2-(chloromethyl)-7-ethynyl-8-methylquinazolin-4(3H)-one ClCC1=NC2=C(C(=CC=C2C(N1)=O)C#C)C